F[C@H]1CN(CC[C@H]1NC=1C=2C=C(N(C2C=CC1)CC(F)(F)F)C=1OC(=NN1)CNC1=C(C=C(C=C1)S(=O)(=O)C)OC)C N-((3S,4R)-3-fluoro-1-methylpiperidin-4-yl)-2-(5-(((2-methoxy-4-(methylsulfonyl)phenyl)amino)methyl)-1,3,4-oxadiazol-2-yl)-1-(2,2,2-trifluoroethyl)-1H-indol-4-amine